ClC=1C(=C(C(=C(C1)Cl)O)S(=O)(=O)[O-])O 3,5-dichlorodihydroxybenzenesulfonate